4-fluoro-5-amino-1H-benzimidazole FC1=C(C=CC=2NC=NC21)N